2-Hydroxy-acetophenone OCC(=O)C1=CC=CC=C1